OC1=C(C=NC2=CC(=C(C=C12)OC)OCCCOC)C(=O)O 4-hydroxy-6-methoxy-7-(3-methoxypropoxy)quinoline-3-carboxylic acid